2-(Chlorosulfonyl)-7-phenethyl-7,8-dihydro-1,6-naphthyridine-6(5H)-carboxylic acid tert-butyl ester C(C)(C)(C)OC(=O)N1CC=2C=CC(=NC2CC1CCC1=CC=CC=C1)S(=O)(=O)Cl